2-(ethoxymethylene)-3-oxobutyronitrile C(C)OC=C(C#N)C(C)=O